FC(CN1C[C@@H]2[C@H](C1)CC(C2)CCOC=2C=C1C(=CNC1=CC2)NC(C)=O)(F)F N-(5-(2-((3aR,5r,6aS)-2-(2,2,2-trifluoroethyl)octahydrocyclopenta[c]pyrrol-5-yl)ethoxy)-1H-indol-3-yl)acetamide